CN(CCC(=O)N1CCN(CC1)C1=CC=C(C=N1)C#N)CCOC=1C=NN(C(C1C(F)(F)F)=O)COCC[Si](C)(C)C 6-(4-[3-[methyl(2-[[6-oxo-5-(trifluoromethyl)-1-[[2-(trimethylsilyl)ethoxy]methyl]-1,6-dihydropyridazin-4-yl]oxy]ethyl)amino]propanoyl]piperazin-1-yl)pyridine-3-carbonitrile